CC1=CC=C(C=C1)S(=O)(=O)Cl p-toluensulfonylchloride